C[Si](CCOCN1C=NC(=C1)C(C)N)(C)C 1-(1-((2-(trimethylsilyl)ethoxy)methyl)-1H-imidazol-4-yl)ethan-1-amine